3-[[4-[(2R)-3-cyclobutyl-2-[(6-cyclopropylfuro[2,3-b]pyrazin-2-yl)methylamino]propoxy]-6-(2,6-dimethylphenyl)pyrimidin-2-yl]sulfamoyl]benzoic acid C1(CCC1)C[C@H](COC1=NC(=NC(=C1)C1=C(C=CC=C1C)C)NS(=O)(=O)C=1C=C(C(=O)O)C=CC1)NCC=1N=C2C(=NC1)OC(=C2)C2CC2